1,2-Nonylenoxid C1C(CCCCCCC)O1